C(C1=CC=CC=C1)OC1=CC=C(C=C1)OCC1CC1 1-(benzyloxy)-4-(cyclopropylmethoxy)benzene